1,1'-(Isopropyliden)bis[3,5-dibromo-4-(2,3-dibromo-2-methylpropoxy)benzol] C(C)(C)(C1=CC(=C(C(=C1)Br)OCC(CBr)(Br)C)Br)C1=CC(=C(C(=C1)Br)OCC(CBr)(C)Br)Br